ClC1=C2C=NNC2=C(C(=C1)C1=CCCN(C1)C(=O)OC(C)(C)C)F tert-butyl 5-(4-chloro-7-fluoro-1H-indazol-6-yl)-3,6-dihydro-2H-pyridine-1-carboxylate